2-[[cyclohexylhydroxyphosphinyl]methyl]pentanedioic acid C1(CCCCC1)P(=O)(O)CC(C(=O)O)CCC(=O)O